FC=1C=C(C=C(C1)F)NC(=O)NC1=CC(=CC(=C1)F)F 1,3-bis(3,5-difluorophenyl)urea